tert-butyl (S)-3-((1-benzyl-1H-imidazol-4-yl)carbamoyl)pyrrolidine-1-carboxylate C(C1=CC=CC=C1)N1C=NC(=C1)NC(=O)[C@@H]1CN(CC1)C(=O)OC(C)(C)C